(4-quinolyl)glycyl-2-cyanopyrrolidine N1=CC=C(C2=CC=CC=C12)NCC(=O)N1C(CCC1)C#N